4-chloro-5-fluoro-6-isopropoxy-2-(methylthio)pyrimidine ClC1=NC(=NC(=C1F)OC(C)C)SC